C(C)(C)(C)OC(NCCOC1=CC(=C(C=C1)C)C(NC1(CC1)C1=CC=CC2=CC=CC=C12)=O)=O tert-butyl(2-(4-methyl-3-((1-(naphthalen-1-yl)cyclopropyl)carbamoyl) phenoxy)ethyl)carbamate